OC=1C=CC(=NC1)NC(=O)C1CCC(CC1)OC(C)C (1s,4s)-N-(5-hydroxypyridin-2-yl)-4-isopropoxycyclohexane-1-carboxamide